N=1ON=C2C1C=CC(=C2)C(=O)F benzo[c][1,2,5]oxadiazole-5-carbonyl fluoride